N-succinimidylmaleimidoacetate C1CC(=O)N(C1=O)OC(=O)CN2C(=O)C=CC2=O